4-{6-[bis(tert-butyloxycarbonyl)amino]-2-iodo-9H-purin-9-yl}cyclohexanecarboxylic acid C(C)(C)(C)OC(=O)N(C1=C2N=CN(C2=NC(=N1)I)C1CCC(CC1)C(=O)O)C(=O)OC(C)(C)C